ClC1=C(C=C(C=C1)C(=O)OCC)B(O)O 2-CHLORO-5-(ETHOXYCARBONYL)BENZENEBORONIC ACID